methyl 1-(5-methyl-2-((tetrahydro-2H-pyran-4-yl) amino) pyrimidin-4-yl)-1H-imidazole-4-carboxylate CC=1C(=NC(=NC1)NC1CCOCC1)N1C=NC(=C1)C(=O)OC